7-(Cyclohexylamino)-N-(3-(2,6-dioxopiperidin-3-yl)-1-methyl-1H-indazol-7-yl)heptylamide C1(CCCCC1)NC(CCCCCC[NH-])C=1C=CC=C2C(=NN(C12)C)C1C(NC(CC1)=O)=O